C(C\C=C\CCC\C=C/C\C=C/CC)OC(C)=O acetic acid (3e,8z,11z)-3,8,11-tetradecatrienyl ester